C1=CC=CC=2C3=CC=CC=C3C(C12)COC(=O)N([C@H](C(=O)O)CCC1=CC(=CC=C1)OC)C (S)-2-((((9H-fluoren-9-yl)methoxy)carbonyl)(methyl)amino)-4-(3-methoxyphenyl)butanoic acid